(4-[5-(Trifluoromethyl)pyrimidin-2-yl]piperazin-1-yl)(morpholin-2-yl)methanone FC(C=1C=NC(=NC1)N1CCN(CC1)C(=O)C1CNCCO1)(F)F